dicarboxyl-cobalt C(=O)(O)[Co]C(=O)O